FC=1C(=CC(=C(C1)NC(OC(C)(C)C)=O)C=1N(N=C(C1[N+](=O)[O-])C)CC1=CC=C(C=C1)OC)N1CCOCC1 tert-butyl N-[5-fluoro-2-[2-[(4-methoxyphenyl)methyl]-5-methyl-4-nitro-pyrazol-3-yl]-4-morpholino-phenyl]carbamate